NCC(=O)N1C(C=2N(CC1)C(=C(N2)C2=C(C=CC=C2F)F)NC2=CC=C(C=C2)F)(C)C 2-amino-1-(2-(2,6-difluorophenyl)-3-((4-fluorophenyl)amino)-8,8-dimethyl-5,6-dihydroimidazo[1,2-a]pyrazin-7(8H)-yl)ethan-1-one